FC1=C(C=C(C=C1)F)C1=CN(C2=NC=CC(=C21)OC2=C(C=C(C=C2F)NC(=O)NCC2(COC2)F)F)COCC[Si](C)(C)C N-(4-{[3-(2,5-difluorophenyl)-1-{[2-(trimethylsilyl)ethoxy]methyl}-1H-pyrrolo[2,3-b]pyridin-4-yl]oxy}-3,5-difluorophenyl)-N'-[(3-fluorooxetan-3-yl)methyl]urea